N(C)C(C(=O)O)([2H])[2H] Sarcosine-2,2-d2